(E)-(2-chloro-1,1,1,3,4,4,4-heptafluoro-2-butene) Cl\C(\C(F)(F)F)=C(/C(F)(F)F)\F